CC1=CC(CCC1C)=O 3,4-dimethyl-2-cyclohexenone